(R)-N-((1R)-1-(2-(azidomethyl)-5-fluoro-2-methyl-2,3-dihydrobenzofuran-7-yl)ethyl)-2-methylpropane-2-sulfenamide N(=[N+]=[N-])C[C@@]1(OC2=C(C1)C=C(C=C2[C@@H](C)NSC(C)(C)C)F)C